ClC1=CC=C(C=C1)S(=O)(=O)\N=C(\NC1CC(C1)S(N)(=O)=O)/N1N=C([C@@H](C1)C1=CC=CC=C1)C1=CC=C(C=C1)F (R,Z)-N'-((4-chlorophenyl)sulfonyl)-3-(4-fluorophenyl)-4-phenyl-N-((1r,3R)-3-sulfamoylcyclobutyl)-4,5-dihydro-1H-pyrazole-1-carboximidamide